C(C)OC[C@]1(CN(CC1)C(C(=O)C=1C=NC(=CC1)C)(C)C)CCC1=NC=C(C=C1)F |o1:4| (R or S)-2-(3-(ethoxy-methyl)-3-(2-(5-fluoro-pyridin-2-yl)ethyl)pyrrolidin-1-yl)-2-methyl-1-(6-methylpyridin-3-yl)propan-1-one